(S)-N-((1H-Pyrrolo[3,2-c]pyridine-2-yl)methyl)-2-(5-((1-(dibenzo[b,d]furan-2-yl)-2-hydroxyethyl)amino)-2-(2-fluorophenyl)-6-oxopyrimidin-1(6H)-yl)acetamide N1C(=CC=2C=NC=CC21)CNC(CN2C(=NC=C(C2=O)N[C@H](CO)C2=CC1=C(OC3=C1C=CC=C3)C=C2)C2=C(C=CC=C2)F)=O